O=C1NC(CCC1C1=NNC2=C(C(=CC=C12)C1CCN(CC1)C(=O)OC(C)(C)C)F)=O tert-butyl 4-[3-(2,6-dioxo-3-piperidyl)-7-fluoro-1H-indazol-6-yl]piperidine-1-carboxylate